C(C)(C)NC([C@H](CCCNC(OCC1C2=CC=CC=C2C=2C=CC=CC12)=O)NC(=O)[C@H]1NCCC1)=O (9H-fluoren-9-yl)methyl ((S)-5-(isopropylamino)-5-oxo-4-((S)-pyrrolidine-2-carboxamido)pentyl)carbamate